FC=1C=C(CN2C(C=3NN=C(C3C2)NC(C2=CC=CC=C2)=O)(C)C)C=CC1F N-[5-(3,4-difluorobenzyl)-6,6-dimethyl-1,4,5,6-tetrahydropyrrolo[3,4-c]pyrazol-3-yl]benzamide